The molecule is an organophosphate oxoanion obtained by deprotonation of the triphosphate and phosphonate OH groups of alpha-D-ribose 1-methylphosphonate 5-triphosphate. It is an organophosphate oxoanion and an organophosphonate oxoanion. It is a conjugate base of an alpha-D-ribose 1-methylphosphonate 5-triphosphate(4-). CP(=O)([O-])O[C@@H]1[C@@H]([C@@H]([C@H](O1)COP(=O)([O-])OP(=O)([O-])OP(=O)([O-])[O-])O)O